BrC1=CC=C(C(=N1)NC(C)=O)O N-(6-bromo-3-hydroxypyridin-2-yl)acetamide